3-(N-(4-chloro-5-cyano-2-(cis-3-cyanocyclobutoxy)phenyl)sulfamoyl)-4-cyclopropylbenzoic acid ClC1=CC(=C(C=C1C#N)NS(=O)(=O)C=1C=C(C(=O)O)C=CC1C1CC1)O[C@@H]1C[C@@H](C1)C#N